CC(C)(C)C=1C=C(C=CC1O)C(CC(=O)OCCOC(CC(C)(C1=CC(=C(C=C1)O)C(C)(C)C)C1=CC(=C(C=C1)O)C(C)(C)C)=O)(C)C1=CC(=C(C=C1)O)C(C)(C)C ethylene bis[3,3-di[3-(1,1-dimethylethyl)-4-hydroxyphenyl]butyrate]